N-(3-methyl-pyridin-2-yl)-3-(5-(tetrahydro-2H-pyran-4-yloxy)pyridin-2-yl)-1,2,4-oxadiazol-5-amine CC=1C(=NC=CC1)NC1=NC(=NO1)C1=NC=C(C=C1)OC1CCOCC1